5-(4-(benzyloxy)-3-methoxyphenyl)-4-methoxy-N-(4-((4-methylpiperazin-1-yl)methyl)phenyl)-7H-pyrrolo[2,3-d]pyrimidin-2-amine C(C1=CC=CC=C1)OC1=C(C=C(C=C1)C1=CNC=2N=C(N=C(C21)OC)NC2=CC=C(C=C2)CN2CCN(CC2)C)OC